6-cyclopropyl-3-{2-[(3R,5R)-3-methyl-5-(1H-pyrazol-4-yl)-piperidin-1-yl]-pyrimidin-4-yl}-imidazo[1,2-a]pyridine C1(CC1)C=1C=CC=2N(C1)C(=CN2)C2=NC(=NC=C2)N2C[C@@H](C[C@@H](C2)C=2C=NNC2)C